CNC(C(C)SC=1N=NC2=C(N1)C=1C=CC=CC1C=1C=CC=CC12)=O N-methyl-2-phenanthro[9,10-e][1,2,4]triazine-3-ylsulfanyl-propanamide